(+/-)-isopropyl (1S,3S)-3-((6-(5-(((cyclopentyl(methyl)carbamoyl)oxy)methyl) oxazol-4-yl)pyridin-3-yl)oxy)cyclohexane-1-carboxylate C1(CCCC1)N(C(=O)OCC1=C(N=CO1)C1=CC=C(C=N1)O[C@@H]1C[C@H](CCC1)C(=O)OC(C)C)C |r|